CC1=C(C=NC=C1)C=1N=C(C2=CN=C(C=C2C1)NC=1C=NN(C1)CCOC1OCCCC1)N 3-(4-methyl-3-pyridyl)-N6-[1-(2-tetrahydropyran-2-yloxyethyl)pyrazol-4-yl]2,7-naphthyridine-1,6-diamine